NC=1C=C(OC2=C(N=CC(=N2)NC=2C=NN(C2)C)C)C=CC1 6-(3-aminophenoxy)-5-methyl-N-(1-methyl-1H-pyrazol-4-yl)pyrazin-2-amine